CN1C(N(C2=C1C=C(C=C2)N2CCNCC2)C2C(N(C(CC2)=O)COCC[Si](C)(C)C)=O)=O 3-[3-Methyl-2-oxo-5-(piperazin-1-yl)-1,3-benzodiazol-1-yl]-1-{[2-(trimethylsilyl)ethoxy]methyl}piperidine-2,6-dione